(R)-4-methoxy-5-(pyrazolo[1,5-a]pyrimidin-5-yl)-N-(1,1,1-trifluoropropan-2-yl)-7H-pyrrolo[2,3-d]pyrimidin-2-amine COC=1C2=C(N=C(N1)N[C@@H](C(F)(F)F)C)NC=C2C2=NC=1N(C=C2)N=CC1